C1(CC1)S(=O)(=O)N1CCC(CC1)NC1=NC=C(C(=N1)C=1C=NN(C1)C1=C(C=C(C=C1)CNC([2H])([2H])[2H])C)C(F)(F)F N-(1-(Cyclopropylsulfonyl)piperidin-4-yl)-4-(1-(2-methyl-4-(((methyl-d3)amino)methyl)phenyl)-1H-pyrazol-4-yl)-5-(trifluoromethyl)pyrimidin-2-amine